5,5,5-trifluoro-4,4-dimethylpentanoate FC(C(CCC(=O)[O-])(C)C)(F)F